2-(trideuteromethyl)propionamide [2H]C(C(C(=O)N)C)([2H])[2H]